2-(4-fluorophenyl)-5-(2-nitrophenyl)Oxazole-4-carboxylic acid ethyl ester C(C)OC(=O)C=1N=C(OC1C1=C(C=CC=C1)[N+](=O)[O-])C1=CC=C(C=C1)F